[Mn].[Sm] Samarium-manganese